C(C1=CC=CC=C1)OC(N[C@@H](CCN)CO[Si](C)(C)C(C)(C)C)=O.COC1=CC=C(C=C1)CCCC1=CC=C(C=C1)OC 1,3-bis(4-methoxyphenyl)propane Benzyl-N-[(1S)-3-amino-1-[[tertbutyl(dimethyl)silyl]oxymethyl]propyl]carbamate